FC(C(=O)O)(F)F.N[C@H]1C[C@H](CCC1)NC1=C(C(N(N=C1)C)=O)C(F)(F)F (((1s,3r)-3-aminocyclohexyl)amino)-2-methyl-4-(trifluoromethyl)pyridazin-3(2H)-one trifluoroacetate salt